CONC1=CC(=CC=C1)C1=NN(C=N1)C methoxy-3-(1-methyl-1H-1,2,4-triazol-3-yl)aniline